5-(4-cyano-2-formylphenyl)pyrimidine-2-carbonitrile C(#N)C1=CC(=C(C=C1)C=1C=NC(=NC1)C#N)C=O